1-((2-(trimethylsilyl)ethoxy)methyl)-1H-benzo[d]imidazole-6-carbonitrile C[Si](CCOCN1C=NC2=C1C=C(C=C2)C#N)(C)C